C(C)(C)(C)C=1C=C(C=C(C1O)C(C)(C)C)CCC(=O)OCC(COC(CCC1=CC(=C(C(=C1)C(C)(C)C)O)C(C)(C)C)=O)(COC(CCC1=CC(=C(C(=C1)C(C)(C)C)O)C(C)(C)C)=O)COC(CCC1=CC(=C(C(=C1)C(C)(C)C)O)C(C)(C)C)=O pentaerythritol tetrakis(β-(3,5-di-tert-butyl-4-hydroxyphenyl)propionate)